CN1C(C=C(C=C1N1C(CCC1)C1=CC=CC=C1)N1CCOCC1)=O 1-methyl-4-morpholino-6-(2-phenylpyrrolidin-1-yl)pyridin-2-one